1,3-dimethylcyclopentane CC1CC(CC1)C